(5S,7S)-7-Fluoro-5-(2-fluorophenyl)-2-[(1R,2R)-2-fluorocyclopropyl]sulfonyl-6,7-dihydro-5H-pyrrolo[1,2-b][1,2,4]triazol F[C@H]1C[C@H](N2N=C(N=C21)S(=O)(=O)[C@H]2[C@@H](C2)F)C2=C(C=CC=C2)F